N1C=CC2=C(C=CC=C12)C1=COCCCN1C=O 3-(1H-indol-4-yl)-6,7-dihydro-5H-1,4-oxazepine-4-carbaldehyde